(tert-butoxycarbonyl)-L-tyrosine tert-butyl ester C(C)(C)(C)OC([C@@H](NC(=O)OC(C)(C)C)CC1=CC=C(C=C1)O)=O